(4-trifluoromethylphenyl)-2-hydrazinothiazole FC(C1=CC=C(C=C1)C=1N=C(SC1)NN)(F)F